glycidylether methylmethacrylate COC(C(=C)C)=O.C(C1CO1)OCC1CO1